4-(aminomethyl)-6-(6-methylimidazo[1,2-b]pyridazin-3-yl)phthalazin-1(2H)-one NCC1=NNC(C2=CC=C(C=C12)C1=CN=C2N1N=C(C=C2)C)=O